OC=1C=C(N(C2=CC=C(C=C2)C)C2=CC=C(C=C2)C)C=CC1 m-hydroxy-N,N-di-p-tolylaniline